C(C)C=1N=C2N(C(C1)=O)N=C(N2CC(=O)NC2=CC=C(C=C2)C(F)(F)F)C 2-(5-Ethyl-2-methyl-7-oxo-[1,2,4]triazolo[1,5-a]pyrimidin-3(7H)-yl)-N-(4-(trifluoromethyl)phenyl)acetamide